CC1NCC=2N(C1)C(=NC2)C(F)(F)F 6-methyl-3-(trifluoromethyl)-5,6,7,8-tetrahydroimidazo[1,5-a]pyrazine